NC1=NC(=C2N=CN(C2=N1)[C@H]1C[C@@H]([C@@](S1)(C#C)CO[P@](=O)(OC1=CC=CC=C1)N[C@@H](C)C(=O)OCC(CC)CC)O)N 2-Ethylbutyl ((S)-(((2R,3S,5R)-5-(2,6-diamino-9H-purin-9-yl)-2-ethynyl-3-hydroxytetrahydrothiophen-2-yl)methoxy)(phenoxy)phosphoryl)-L-alaninate